C(C)(=O)[O-].C(C)(=O)[O-].[Gd+2] gadolinium diacetate